CC1(CC1)NC(O[C@H]1CO[C@H](C1)C=1C=NC(=NC1)NC1=CC=C(C=C1)S(=O)(=O)NC(=O)OC(C)(C)C)=O (3R,5R)-5-[2-({4-[(tert-butoxycarbonyl)aminosulfonyl]phenyl}amino)pyrimidin-5-yl]oxolan-3-yl N-(1-methylcyclopropyl)carbamate